C(C1=CC=CC=C1)ONCC1=CC=CC=C1 BENZYLOXYBENZYLAMINE